naphthalene-1,4-dinitrile C1(=CC=C(C2=CC=CC=C12)C#N)C#N